O=C1NC(CCC1C1=NN(C2=C(C=CC=C12)N1CCN(CC1)CC1[C@@H]2CN(C[C@H]12)C(=O)OC(C)(C)C)C)=O tert-butyl (1R,5S,6s)-6-((4-(3-(2,6-dioxopiperidin-3-yl)-1-methyl-1H-indazol-7-yl)piperazin-1-yl)methyl)-3-azabicyclo[3.1.0]hexane-3-carboxylate